NC1=C2C(=NC=N1)N(N=C2C2=CC=C(C=C2)OC2=CC=CC=C2)C2CN(CCC2)CCOCCC2CCN(CC2)C=2C=C1C(N(C(C1=CC2)=O)C2C(NC(CC2)=O)=O)=O 5-(4-(2-(2-(3-(4-amino-3-(4-phenoxyphenyl)-1H-pyrazolo[3,4-d]pyrimidin-1-yl)piperidin-1-yl)ethoxy)ethyl)piperidin-1-yl)-2-(2,6-dioxopiperidin-3-yl)isoindoline-1,3-dione